ClC1=CNC2=C(C=CC=C12)NS(=O)(=O)C=1C=C(C(=O)NCCCCCCCCCCNC(CO[C@H]2[C@@H](CC[C@H](C2)C)C(C)C)=O)C=CC1 3-(N-(3-chloro-1H-indol-7-yl)sulfamoyl)-N-(10-(2-(((1R,2S,5R)-2-isopropyl-5-methylcyclohexyl)oxy)acetamido)decyl)benzamide